2-(5-(2-aminoethyl)-1,3,4-oxadiazol-2-yl)-N-(4-(trifluoromethyl)phenyl)aniline NCCC1=NN=C(O1)C1=C(NC2=CC=C(C=C2)C(F)(F)F)C=CC=C1